CC(C=O)=CC=1OC=CC1 2-methyl-3-(2-furanyl)acrolein